OC=1C=C2C(=CNC2=CC1)CC(=O)NC=1SC=C(N1)C1=C(NC2=CC=CC=C12)C 2-(5-hydroxy-1H-indol-3-yl)-N-[4-(2-methyl-1H-indol-3-yl)thiazol-2-yl]acetamide